bromo-6-chloro-2-methylbenzoic acid BrC=1C(=C(C(=O)O)C(=CC1)Cl)C